COC(=O)C=1N(C=CC(C1OC)=O)CC(O)O 1-(2,2-dihydroxyethyl)-3-methoxy-4-oxo-1,4-dihydropyridine-2-carboxylic acid methyl ester